FC1=C(C(=CC=2OCOC21)[N+](=O)[O-])C(C)=O 1-(4-fluoro-6-nitrobenzo[d][1,3]dioxol-5-yl)ethan-1-one